C1(CC1)CC(=O)NC1=NC=CC(=C1)CN1CCN(CC1)C=1C=CC(=NC1C(F)(F)F)C(=O)NC 5-(4-((2-(2-cyclopropylacetamido)pyridin-4-yl)methyl)piperazin-1-yl)-N-methyl-6-(trifluoromethyl)picolinamide